2,7-dimethyl-5,6,7,8,9,10-hexahydropyrido[3',2':4,5]pyrrolo[2,3-d]azepine CC=1C=CC2=C(NC=3CCN(CCC32)C)N1